C12(CC(C1)C2)N2C(=NC1=C2C=CC=C1)C=1N(C(C(=C(N1)C(=O)NC=1C=NOC1)OCC)=O)C 2-(1-{bicyclo[1.1.1]pentan-1-yl}-1H-1,3-benzodiazol-2-yl)-5-ethoxy-1-methyl-N-(1,2-oxazol-4-yl)-6-oxo-1,6-dihydropyrimidine-4-carboxamide